CC=1C=C(C=NNC2=C3N=CN(C3=NC(=N2)N2CCOCC2)C2=CC(=NS2)C)C=CC1 4-(6-(2-(3-methylbenzylidene)hydrazinyl)-9-(3-methylisothiazol-5-yl)-9H-purin-2-yl)morpholine